FC1=CC(=C(OC=2C(=CC(N(C2)C)=O)C=2C3=C(C(N(C2)C)=O)NC(=C3)C(=O)NC3CCN(CC3)C)C(=C1)C)C 4-(5-(4-fluoro-2,6-dimethylphenoxy)-1-methyl-2-oxo-1,2-dihydropyridin-4-yl)-6-methyl-N-(1-methylpiperidin-4-yl)-7-oxo-6,7-dihydro-1H-pyrrolo[2,3-c]pyridine-2-carboxamide